3-(1H-indazol-5-yl)-N-(4-(2-(methylamino)-2-oxoethyl)-1-phenyl-1H-imidazol-2-yl)benzamide N1N=CC2=CC(=CC=C12)C=1C=C(C(=O)NC=2N(C=C(N2)CC(=O)NC)C2=CC=CC=C2)C=CC1